C(N)(=O)CN1CCC(CC1)NC1=C2C=CN(C2=CC=C1)CC(F)(F)F 4-{[1-(carbamoylmethyl)piperidin-4-yl]amino}-1-(2,2,2-trifluoroethyl)-1H-indol